6-Chloro-N-[1-(1-methylethyl)piperidin-4-yl]-2-{4-[4-(methylsulfonyl)piperazin-1-yl]phenyl}-3H-imidazo[4,5-b]pyridin-7-amine ClC=1C(=C2C(=NC1)NC(=N2)C2=CC=C(C=C2)N2CCN(CC2)S(=O)(=O)C)NC2CCN(CC2)C(C)C